CN1C=NC=C1C1=NC(=NC=C1)C(=O)OCC ethyl 4-(1-methyl-1H-imidazol-5-yl)pyrimidine-2-carboxylate